C(C)(C)(C)OC(=O)N1[C@@H]2CC([C@H]([C@H]1C(=O)O)CC2)=O (1S,3S,4S)-2-(tert-Butoxycarbonyl)-5-oxo-2-azabicyclo[2.2.2]octane-3-carboxylic acid